OC(CO[C@@H]1CC[C@H](CC1)NC(=O)C=1C=NC(=NC1)N1N=C(C2=CC=CC=C12)C)(C)C N-(trans-4-(2-hydroxy-2-methylpropyloxy)cyclohexyl)-2-(3-methyl-1H-indazol-1-yl)pyrimidine-5-carboxamide